(Z)-3-(4-methoxypyridin-3-yl)-2-(5-(trifluoromethyl)-1H-indol-3-yl)acrylonitrile COC1=C(C=NC=C1)\C=C(/C#N)\C1=CNC2=CC=C(C=C12)C(F)(F)F